[6-[4-(trifluoromethoxy)phenoxy]-3-pyridinyl]azetidine-1-carboxylic acid tert-butyl ester C(C)(C)(C)OC(=O)N1C(CC1)C=1C=NC(=CC1)OC1=CC=C(C=C1)OC(F)(F)F